O1C(=CC=C1)CNC(=O)NC1=CC(=CC=C1)C1=CNC2=NC=C(C=C21)C2=CC=C(C=C2)CN2CCN(CC2)C 1-(Furan-2-ylmethyl)-3-(3-(5-(4-((4-methylpiperazin-1-yl)methyl)phenyl)-1H-pyrrolo[2,3-b]pyridin-3-yl)phenyl)urea